CN1N=C(C2=NC=C(C=C21)C#N)C 1,3-dimethyl-1H-pyrazolo[4,3-b]Pyridine-6-carbonitrile